1-[2-(3-chloro-2-methyl-phenyl)-4,5,6,7-tetrahydropyrazolo[1,5-a]pyridin-4-yl]piperidin-4-ol ClC=1C(=C(C=CC1)C1=NN2C(C(CCC2)N2CCC(CC2)O)=C1)C